1,4-di-n-heptyloxybenzene C(CCCCCC)OC1=CC=C(C=C1)OCCCCCCC